N-[5-bromo-2-[4-(trifluoromethoxy)phenyl]-1,2,4-triazol-3-yl]methanesulfonamide BrC=1N=C(N(N1)C1=CC=C(C=C1)OC(F)(F)F)NS(=O)(=O)C